1,1-Dimethylethyl 4-(2-furanylcarbonyl)-1-piperazinecarboxylate O1C(=CC=C1)C(=O)N1CCN(CC1)C(=O)OC(C)(C)C